(S)-2,2-diethoxy-1-(4-methoxyphenyl)ethan-1-amine C(C)OC([C@@H](N)C1=CC=C(C=C1)OC)OCC